tert-butyl 5-((6-(2-cyanoethyl)-8-fluoro-7-(3-(methoxymethoxy)naphthalen-1-yl)-2-(((S)-1-methylpyrrolidin-2-yl)methoxy)quinolin-4-yl)amino)-2-azabicyclo[2.1.1]hexane-2-carboxylate C(#N)CCC=1C=C2C(=CC(=NC2=C(C1C1=CC(=CC2=CC=CC=C12)OCOC)F)OC[C@H]1N(CCC1)C)NC1C2CN(C1C2)C(=O)OC(C)(C)C